C(CCCCCCCCCCC)OS(=O)(=O)C1=CC=CC2=CC=CC=C12.[Mg] magnesium dodecylnaphthalenesulfonate